3-ETHOXY-5-METHYLPHENYLBORONIC ACID C(C)OC=1C=C(C=C(C1)C)B(O)O